O1C=C(C=C1)C(CCC(C)O)O 1-(3-furyl)-1,4-pentanediol